FC=1C(=NC(=NC1)C)NC=1C2=C(NN1)C(N(C2)C(=O)N2CC(N(C[C@@H]2C)C)CCO)(C)C 2-((5S)-4-{[3-[(5-fluoro-2-methylpyrimidin-4-yl)amino]-6,6-dimethyl-4,6-dihydropyrrolo[3,4-c]pyrazol-5(1H)-yl]carbonyl}-1,5-dimethylpiperazin-2-yl)ethanol